BrC1=C(C=C(C=C1)OC)NCCNC(C)=O N-{2-[(2-Bromo-5-methoxyphenyl)amino]ethyl}acetamide